(2R)-2-{[2-(thiophen-3-yl)[1,2,4]triazolo[1,5-c]quinazolin-5-yl]amino}butanamide S1C=C(C=C1)C1=NN2C(=NC=3C=CC=CC3C2=N1)N[C@@H](C(=O)N)CC